C1(=C(C(=CC(=C1)C)C)[Si@H](C1=C(C=CC=C1)P1CC2=C(C3=C(C1)C=CC1=CC=CC=C13)C=1C=CC=CC1C=C2)C)C (4R,11bS)-4-(2-((R)-Mesityl(methyl)silyl)phenyl)-4,5-dihydro-3H-dinaphtho[2,1-c:1',2'-e]phosphepine